(3-cyclopentadienyl-propyl)triethoxysilane C1(C=CC=C1)CCC[Si](OCC)(OCC)OCC